FC1=CC=C(C=C1)C1OC1C1=C(C=CC=C1)Cl 2-(4-fluorophenyl)-3-(2-chlorophenyl)-oxirane